BrC=1C(=NC=C(C1)F)C#N 3-bromo-5-fluoropyridinecarbonitrile